(R)-N-((R*)-1-(5-((R)-1-aminoethyl)-1-((2-(trimethylsilyl)ethoxy)methyl)-1H-benzo[d]imidazol-2-yl)-2-((1,1,1-trifluoro-2-methylpropan-2-yl)oxy)ethyl)-2-methylpropane-2-sulfinamide N[C@H](C)C1=CC2=C(N(C(=N2)[C@H](COC(C(F)(F)F)(C)C)N[S@](=O)C(C)(C)C)COCC[Si](C)(C)C)C=C1 |o1:10|